(2S,4r)-1-[(2S)-2-(4-cyclopropyl-triazol-1-yl)-3,3-dimethyl-butyryl]-N-(4,4-difluoro-3-morpholino-butyl)-4-hydroxy-pyrrolidine-2-carboxamide C1(CC1)C=1N=NN(C1)[C@H](C(=O)N1[C@@H](C[C@H](C1)O)C(=O)NCCC(C(F)F)N1CCOCC1)C(C)(C)C